2-cyclopentyl-N-(4-methyl-1-(methylsulfonyl)pent-1-en-3-yl)-4-phenoxypyrimidine-5-carboxamide C1(CCCC1)C1=NC=C(C(=N1)OC1=CC=CC=C1)C(=O)NC(C=CS(=O)(=O)C)C(C)C